6-(4-((3-(1H-pyrazol-4-yl)phenyl)-amino)-pyrimidin-2-yl)-N-isopropyl-1H-indole-2-carboxamide N1N=CC(=C1)C=1C=C(C=CC1)NC1=NC(=NC=C1)C1=CC=C2C=C(NC2=C1)C(=O)NC(C)C